5-imino-5,7-dihydrofuro[3,4-b]pyridin-3-amine N=C1OCC2=NC=C(C=C21)N